1-butylguanidine hexafluorophosphate F[P-](F)(F)(F)(F)F.C(CCC)NC(=N)N